(S)-2-((5-phenylpyrimidin-4-yl)amino)-4-((2-(pyridin-2-yloxy)ethyl)(4-(5,6,7,8-tetrahydro-1,8-naphthyridin-2-yl)butyl)amino)butanoic acid C1(=CC=CC=C1)C=1C(=NC=NC1)N[C@H](C(=O)O)CCN(CCCCC1=NC=2NCCCC2C=C1)CCOC1=NC=CC=C1